ClC1=C(C=CC=C1C1C(NC(CC1)=O)=O)C1=CC(=C(C=C1)N1C(N(CCC1)C)=O)F 3-(2-chloro-3'-fluoro-4'-(3-methyl-2-oxotetrahydropyrimidin-1(2H)-yl)-[1,1'-biphenyl]-3-yl)piperidine-2,6-dione